C(C=C)(=O)NC=1C(=CC(=C(C1)NC1=NC=C(C(=N1)N1CC(C2=CC(=C(C=C12)F)F)(C)C)C(=O)OC(C)C)OC)N1[C@H](CCC1)CN(C)C isopropyl (R)-2-((5-acrylamido-4-(2-((dimethylamino)methyl)pyrrolidin-1-yl)-2-methoxyphenyl)amino)-4-(5,6-difluoro-3,3-dimethylindolin-1-yl)pyrimidine-5-carboxylate